C(=O)(O)CN1C(NCCC1)=N 1-Carboxymethyl-2-iminohexahydro-pyrimidine